The molecule is a medium-chain polyunsaturated fatty acid that is dodecanoic acid containing two double bonds at positions 3 and 5 (the 3E,5Z-geoisomer). It is a medium-chain fatty acid, a polyunsaturated fatty acid and a straight-chain fatty acid. It is a conjugate acid of a (3E,5Z)-dodecadienoate. CCCCCC/C=C\\C=C\\CC(=O)O